P(=O)(O)(O)OC1=CC(OP(=O)(O)O)=CC=C1 resorcinol di-phosphate